5,8-di-deazatetrahydrofolic acid C(CC[C@@H](C(=O)O)NC(=O)C1=CC=C(NCC2CCC=3N=C(N)NC(=O)C3C2)C=C1)(=O)O